1,3,3a,4,7,7a-hexahydro-isobenzofurane C1OCC2CC=CCC12